5-amino-3-(3-hydroxy-3-methylbutyl)-1-methyl-1,3-dihydro-2H-benzo[d]imidazol-2-one NC1=CC2=C(N(C(N2CCC(C)(C)O)=O)C)C=C1